tert-butyl (2R,4R)-4-(allyloxy)-2-(4-(methoxycarbonyl)-7-(pent-4-en-1-yloxy)naphthalen-1-yl)piperidine-1-carboxylate C(C=C)O[C@H]1C[C@@H](N(CC1)C(=O)OC(C)(C)C)C1=CC=C(C2=CC=C(C=C12)OCCCC=C)C(=O)OC